S1C(=NC2=C1C=CC=C2)C(CC2=CC(=CC=C2)C#N)NS(=O)(=O)C=2C=C(NC(CC1CCN(CC1)C(=O)OC(C)(C)C)=O)C=CC2 tert-butyl 4-[2-[3-[[1-(1,3-benzothiazol-2-yl)-2-(3-cyanophenyl)ethyl]sulfamoyl]anilino]-2-oxo-ethyl]piperidine-1-carboxylate